C(C1=CC=CC=C1)OC1=NC(=CC=C1C1=NC(=C(C(=C1)C)Br)C)OCC1=CC=CC=C1 2',6'-bis(benzyloxy)-5-bromo-4,6-dimethyl-2,3'-bipyridine